(E)-N-(2-methyl-1,2,3,4-tetrahydronaphthalen-1-yl)-3-(2-oxoindol-6-yl)acrylamide CC1C(C2=CC=CC=C2CC1)NC(\C=C\C=1C=CC2=CC(N=C2C1)=O)=O